ClC1=C(C=C(C=C1F)F)C1=CC=CC2=C1NC(=NS2(=O)=O)NCCOC 5-(2-chloro-3,5-difluorophenyl)-3-((2-methoxyethyl)amino)-4H-benzo[e][1,2,4]thiadiazine 1,1-dioxide